NCCOCCOCCOCCCCCCNC(OC(C)(C)C)=O tert-butyl (6-(2-(2-(2-aminoethoxy)ethoxy)ethoxy)hexyl)carbamate